CCCCCC[C@H](C)[C@@H]1[C@H](C(=O)NCC(=O)N[C@H](C(=O)N[C@H](C(=O)N[C@H](C(=O)N[C@H](C(=O)O1)C)C)CC(C)C)C(C)C)C The molecule is an emericellamide derived from N-[(2R,3R,4S)-3-hydroxy-2,4-dimethyldecanoyl]glycyl-L-valyl-L-leucyl-L-alanyl-L-alanine by the formal intramolecular condensation of the alcoholic hydroxy group with the C-terminal carboxylic acid group.